3-hydroxy-6-(1H-imidazol-1-yl)-N-((1r,4r)-4-methoxycyclohexyl)pyridinecarboxamide OC=1C(=NC(=CC1)N1C=NC=C1)C(=O)NC1CCC(CC1)OC